O=C1C=C(N=CN1CC1CCN(CC1)C(=O)N1[C@@H](C[C@@H](CC1)NC(OC(C)(C)C)=O)C1=CC=CC=C1)C1=CC=CC=C1 tert-Butyl ((2S,4R)-1-(4-((6-oxo-4-phenylpyrimidin-1(6H)-yl)methyl)piperidine-1-carbonyl)-2-phenylpiperidin-4-yl)carbamate